COC1=CC=C(C=N1)[C@H](C)N(C)S(=O)C(C)(C)C N-((S)-1-(6-methoxypyridin-3-yl)ethyl)-N,2-dimethylpropane-2-sulfinylamine